OCCNC1=C(C=CC=C1CC)CC N-(2-hydroxyethyl)-2,6-diethylaniline